C(CC1=CC=CC=C1)C1=NN(C=2C3=C(C(C(C12)=O)=O)C=CC=C3)C3=CC=CC=C3 3-Phenethyl-1-phenyl-1H-benzo[g]indazole-4,5-dione